COC=1C=C2C(=NC=NC2=CC1OC)N1CCC(CC1)CCN1N=C(N=N1)N 2-(2-(1-(6,7-dimethoxyquinazolin-4-yl)piperidin-4-yl)ethyl)-2H-tetrazol-5-amine